C(C)(C)(C)OC(=O)NC1=CC=C(C=C1)[C@@H]1N(CCC[C@@H]1C(=O)OCC)C(C1=C(C=CC=C1C)F)=O ethyl (2R,3S)-2-(4-((tert-butoxy-carbonyl)amino)phenyl)-1-(2-fluoro-6-methylbenzoyl)piperidine-3-carboxylate